N-(2-(4-((S)-4-cyclopropyl-3-methylpiperazine-1-yl)piperidine-1-yl)-5-((6-((S)-3-(3-fluorobenzyl)-isoxazolidine-2-yl)pyrimidine-4-yl)amino)-4-methoxyphenyl)acrylamide C1(CC1)N1[C@H](CN(CC1)C1CCN(CC1)C1=C(C=C(C(=C1)OC)NC1=NC=NC(=C1)N1OCC[C@@H]1CC1=CC(=CC=C1)F)NC(C=C)=O)C